FC(C(=O)O)(F)F.CN1N=CC2=CC=C(C=C12)C1=CC=C(OC2CCN(CC2)C(=O)[C@@H]2OCCC2)C=C1 {4-[4-(1-Methyl-1H-indazol-6-yl)-phenoxy]-piperidin-1-yl}-(R)-tetrahydrofuran-2-yl-methanone; compound with trifluoroacetic acid